COCC1CCCN1 5-(methoxymethyl)pyrrolidin